O.O[C@@H]1[C@H](O)[C@@H](O)[C@H](O[C@H]2[C@H](O)[C@@H](O)[C@@H](O)[C@H](O2)CO)[C@H](O1)CO α-lactose hydrate